C(C)(=O)[O-].C(CCCCCCC)[NH+]1CCC(CC1)CC 1-Octyl-4-ethylpiperidinium acetat